FC1(C(C1)C(=O)NC1=CC=C2C(=N1)NC=C2C2=C(C=CC=C2)OC)F 2,2-difluoro-N-[3-(2-methoxyphenyl)-1H-pyrrolo[2,3-b]pyridin-6-yl]cyclopropane-1-carboxamide